F[Si](C(C(F)(F)F)(F)F)(I)F Difluoroiodo(pentafluoro-ethyl)-silane